FC(C(=O)C1SCC(N1)C(=O)O)(F)F trifluoroacetyl-thiazolidine-4-carboxylic acid